5-iodo-6-chloro-3-aminopyrazine IC=1N=C(C=NC1Cl)N